2-(4-acetylphenyl)-7,7-bis(fluoromethyl)-10-((triisopropylsilyl)oxy)-5,12b-dihydro-1H,7H-chromeno[4,3-c][1,2,4]triazolo[1,2-a]pyridazine-1,3(2H)-dione C(C)(=O)C1=CC=C(C=C1)N1C(N2N(CC=C3C2C=2C=CC(=CC2OC3(CF)CF)O[Si](C(C)C)(C(C)C)C(C)C)C1=O)=O